cesium biscarbonate C([O-])([O-])=O.C([O-])([O-])=O.[Cs+].[Cs+].[Cs+].[Cs+]